(diphenylphosphono)phenol C1(=CC=CC=C1)OP(=O)(OC1=CC=CC=C1)OC1=CC=CC=C1